O1C2=C(OCC1)C=C(C=C2)C2N(CCC2)CC2=CC=C(C=C2)C=2C=NC=C(C2)S(=O)(=O)C 3-(4-((2-(2,3-dihydrobenzo[b][1,4]dioxin-6-yl)pyrrolidin-1-yl)methyl)phenyl)-5-(methylsulfonyl)pyridine